(S)-2-amino-N-(3',4'-dichloro-[1,1'-biphenyl]-4-yl)hexanamide hydrochloride Cl.N[C@H](C(=O)NC1=CC=C(C=C1)C1=CC(=C(C=C1)Cl)Cl)CCCC